(Z)-7-(5-(4-fluoro-2-methoxybenzylidene)-2,4-dioxathiazolidin-3-yl)-N-hydroxyheptanamide FC1=CC(=C(\C=C/2\ON(OS2)CCCCCCC(=O)NO)C=C1)OC